C(C)(C)(C)OOC1=C(C(=C(C=C1)C(C)C)C(C)C)OOC(C)(C)C Bis-(tert.-butylperoxy)-diisopropylbenzol